2-(3-(cyclobutylmethoxy)phenoxy)ethanamine C1(CCC1)COC=1C=C(OCCN)C=CC1